(1r,3r)-3-ethoxycyclobutyl methanesulfonate CS(=O)(=O)OC1CC(C1)OCC